C(C)(C)(C)C=1C(=C(C(=O)O)C(=C(C1)CO)O)F 3-(tert-butyl)-2-fluoro-6-hydroxy-5-(hydroxymethyl)benzoic acid